di(pentadecan-8-yl) 5-(ethyl(((2-(1-methylpyrrolidin-2-yl)ethyl)thio)carbonyl)amino)nonanedioate C(C)N(C(CCCC(=O)OC(CCCCCCC)CCCCCCC)CCCC(=O)OC(CCCCCCC)CCCCCCC)C(=O)SCCC1N(CCC1)C